(±)-(4Z)-4-(1,3-Benzothiazol-6-ylmethylene)-2-[(3,3-difluorocyclopentyl)amino]-1H-imidazol-5-one 1,2-ethane-disulfonate C(CS(=O)(=O)O)S(=O)(=O)O.S1C=NC2=C1C=C(C=C2)\C=C\2/N=C(NC2=O)N[C@H]2CC(CC2)(F)F |r|